6-bromoisoindoline BrC1=CC=C2CNCC2=C1